OC[C@@H](COCCCCCCCCCCCCCCCCCC)OCC1=CC(=C(C#N)C=C1)OC (S)-4-(((1-hydroxy-3-(octadecyloxy)propan-2-yl)oxy)methyl)-2-methoxybenzonitrile